4-[[(7R)-8-cyclopentyl-7-ethyl-5-methyl-6-oxo-7H-pteridin-2-yl]amino]-3-methoxy-N-[7-(4-piperidyloxy)heptyl]benzamide C1(CCCC1)N1[C@@H](C(N(C=2C=NC(=NC12)NC1=C(C=C(C(=O)NCCCCCCCOC2CCNCC2)C=C1)OC)C)=O)CC